6-(2-chlorophenyl)-5-ethenyl-2-{[2-methoxy-4-(4-methylpiperazin-1-yl)phenyl]amino}-8-methylpyrido[2,3-d]pyrimidin-7-one ClC1=C(C=CC=C1)C1=C(C2=C(N=C(N=C2)NC2=C(C=C(C=C2)N2CCN(CC2)C)OC)N(C1=O)C)C=C